OC=C1C(CC2=C(C(=C(O2)C(=O)[O-])C(F)(F)F)C1=O)C 5-(hydroxymethylidene)-6-methyl-4-oxo-3-(trifluoromethyl)-4,5,6,7-tetrahydro-1-benzofuran-2-carboxylate